C(C(=C)C)(=O)O[Si](OCCOC)(OCCOC)OCCOC methacryloxytris(methoxyethoxy)silane